(+/-)-cis-N-(3-((2-(5-fluoro-1H-pyrrolo[2,3-b]pyridin-3-yl)-6-phenylpyrimidin-4-yl)amino)cyclohexyl)pyrrolidine-1-carboxamide FC=1C=C2C(=NC1)NC=C2C2=NC(=CC(=N2)N[C@H]2C[C@H](CCC2)NC(=O)N2CCCC2)C2=CC=CC=C2 |r|